ClC1=NC=C(C(=C1)NCC[C@H](C)OC1=C(C(=NN1C)C)C1=NC=CC(=N1)N)C#CC=1C(=NN(C1)C)C (S)-2-(5-((4-((2-Chloro-5-((1,3-dimethyl-1H-pyrazol-4-yl)ethynyl)pyridin-4-yl)amino)butan-2-yl)oxy)-1,3-dimethyl-1H-pyrazol-4-yl)pyrimidin-4-amine